8-((3R,4S)-4-((5-Ethylpyrimidin-2-yl)oxy)-3-methylpiperidin-1-yl)-5-methyl-6-oxo-5,6-dihydro-1,5-naphthyridin-2-carbonitril C(C)C=1C=NC(=NC1)O[C@@H]1[C@@H](CN(CC1)C1=CC(N(C=2C=CC(=NC12)C#N)C)=O)C